1-trifluoroacetylacetone copper (II) [Cu+2].FC(C(=O)CC(=O)C)(F)F